[Si](C)(C)(C(C)(C)C)OCC=1OC2=C(C1)C=CC=C2 2-(((tert-butyldimethylsilyl)oxy)methyl)benzofuran